2-(2-acetyl-4-bromo-5-fluorophenoxy)-3-fluoropropyl acetate C(C)(=O)OCC(CF)OC1=C(C=C(C(=C1)F)Br)C(C)=O